FC(C1=CC=C(C=C1)CCC(=O)Cl)(F)F 3-(4-(trifluoromethyl)phenyl)propanoyl chloride